5-(5-fluoro-3-methylthiophene-2-yl)-1H-tetrazole FC1=CC(=C(S1)C1=NN=NN1)C